2,6-dichloroquinoline-3-carbaldehyde ClC1=NC2=CC=C(C=C2C=C1C=O)Cl